(E)-1-(3-isopropoxy-4-methoxystyryl)-2,6-dimethylpyridin-4(1H)-one C(C)(C)OC=1C=C(/C=C/N2C(=CC(C=C2C)=O)C)C=CC1OC